(2S)-2-[(tert-butoxycarbonyl)amino]-1-(cyclopropylcarbamoyl)-3-[(3S)-2-oxopiperidin-3-yl]propyl acetate C(C)(=O)OC([C@H](C[C@H]1C(NCCC1)=O)NC(=O)OC(C)(C)C)C(NC1CC1)=O